C(C(=C)C)(=O)OCC[S+](C)C 2-methacryloxyethyldimethylsulfonium